FC=1C=C(C#N)C=CC1CO[C@@H](CO)COCCCCCCCCCCCCCC (S)-3-fluoro-4-(((1-hydroxy-3-(tetradecyloxy)propan-2-yl)oxy)methyl)benzonitrile